(2E)-3-((1R,2S,4R,5R)-2-(2-ethoxy-2-oxoethyl)-4-methyl-3-oxo-5-phenylcyclopentyl)-2-propenoic acid ethyl ester C(C)OC(\C=C\[C@H]1[C@@H](C([C@@H]([C@@H]1C1=CC=CC=C1)C)=O)CC(=O)OCC)=O